BrC1=C(C=CC=C1)C1=C(C(=CC=C1)F)Cl 2'-bromo-2-chloro-3-fluoro-1,1'-biphenyl